C(OC(=O)OCC1C2=CC=CC=C2C2=CC=CC=C12)([O-])=O Fmoc carbonate